1-(3-methoxyphenyl)-2-(4-methylpiperazin-1-yl)ethanamine COC=1C=C(C=CC1)C(CN1CCN(CC1)C)N